COC1=C(C=CC(=N1)C1=CC=CC2=C1OC(CO2)CNC(=O)C2CCOCC2)NC2=CC=C(C=C2)CNCC=2NN=CC2 Tetrahydropyran-4-carboxylic acid {8-[6-methoxy-5-(4-{[(2H-pyrazol-3-ylmethyl)-amino]-methyl}-phenylamino)-pyridin-2-yl]-2,3-dihydro-benzo[1,4]dioxin-2-ylmethyl}-amide